6-(4-(4-chlorophenyl)-2,3-dimethyl-5-oxo-2,5-dihydro-1H-pyrazol-1-yl)pyridine ClC1=CC=C(C=C1)C1=C(N(N(C1=O)C1=CC=CC=N1)C)C